C(C1=CC=CC=C1)N1C([C@]2(C3=CC=CC=C13)C[C@@]1(C(C3=CC=CC=C3C1=C[C@@H]2C2=CC=CC=C2)=O)C(F)F)=O (2R,3R,9aR)-1'-benzyl-9a-(difluoromethyl)-3-phenyl-3,9a-dihydrospiro[fluorene-2,3'-indole]-2',9(1H)-dione